2-oxopropane-1,3-diylbis(2-methyl octanoate) O=C(CC(C(=O)[O-])(CCCCCC)C)CC(C(=O)[O-])(CCCCCC)C